BrC=1C(=NC=C(C1)C1=CC=C(C=C1)N1CCN(CC1)C)N 3-bromo-5-(4-(4-methylpiperazin-1-yl)phenyl)pyridin-2-amine